NC=1NC(C=2N(C=NC2N1)CC(CO)O)=O 2-amino-7-(2,3-dihydroxypropyl)-1H-purin-6(7H)-one